C(C)(C)(C)OC(=O)N1C2CC(CC1CCC2)N tert-butyl-(3-exo)-3-amino-9-azabicyclo[3.3.1]nonane-9-carboxylate